2-(2-chloro-5-fluorophenyl)-N-[4-(3-chlorophenoxy)-3-fluoro-5-sulfamoylphenyl]acetamide ClC1=C(C=C(C=C1)F)CC(=O)NC1=CC(=C(C(=C1)S(N)(=O)=O)OC1=CC(=CC=C1)Cl)F